CC1=CC=C(C=C1)S(=O)(=O)O.N1[C@@H](C[C@@H]2CCCC[C@H]12)C(=O)OCC1=CC=CC=C1 benzyl (2S,3aS,7aS)-octahydroindole-2-carboxylate p-toluenesulfonate